benzyl (R)-3-(((5-oxo-4,5-dihydro-1,2,4-triazin-6-yl)methyl)carbamoyl)pyrrolidine-1-carboxylate O=C1NC=NN=C1CNC(=O)[C@H]1CN(CC1)C(=O)OCC1=CC=CC=C1